2-(3,5-Difluoropyridin-2-yl)-7-azaspiro[3.5]Nonane-7-carboxylic acid tert-butyl ester C(C)(C)(C)OC(=O)N1CCC2(CC(C2)C2=NC=C(C=C2F)F)CC1